CNCCCCCC=O 6-methylamino-hexan-1-one